CCN1CCCC2=CC3=C(C=C21)OC4=CC5=[N+](CCCC5=CC4=C3C6=C(C=C(C=C6)C(=O)O)C(=O)O)CC The molecule is the meta-isomer of ATTO 565 cation. It has a role as a fluorochrome. It is a dicarboxylic acid, a xanthene dye and an organic heteropentacyclic compound.